FC1=CC=C(C=C1)N1C[C@H](CC1)C1=NN(C(=C1)N)C (S)-3-(1-(4-fluorophenyl)pyrrolidin-3-yl)-1-methyl-1H-pyrazol-5-amine